2-(5-chloro-1-methyl-(pyrazol-4-yl)-2-(6-cyano-2-pyridyl)ethyl)-5-(2,4-difluorophenyl)isoxazole-3-carboxamide ClC=1C=CC(=NC1C#N)C(C(C)N1OC(=CC1C(=O)N)C1=C(C=C(C=C1)F)F)C=1C=NNC1